C(C1=CC=CC=C1)OC1=C(C(=O)OCC2=CC=CC=C2)C=CC(=C1)F Benzyl 2-(benzyloxy)-4-fluorobenzoate